BrC1=NSC(=N1)Cl bromo-5-chloro-1,2,4-thiadiazole